[Si](C)(C)(C(C)(C)C)OCCC(O)C1=C(N=C(S1)Br)Br 3-[(tert-butyldimethylsilyl)oxy]-1-(2,4-dibromo-1,3-thiazol-5-yl)propan-1-ol